1-(4-(6-((4-(2-(dimethylamino)-4-methylthiazol-5-yl)pyrimidin-2-yl)amino)pyridin-3-yl)piperazin-1-yl)ethan-1-one CN(C=1SC(=C(N1)C)C1=NC(=NC=C1)NC1=CC=C(C=N1)N1CCN(CC1)C(C)=O)C